S1C(=NC2=C1C=CC=C2)NC2=C(C=C(N=N2)N(C=2SC(=C(N2)C(=O)OCC)C2CCN(CC2)S(=O)(=O)CC2=CC=CC=C2)C)C ethyl 2-({6-[(1,3-benzothiazol-2-yl)amino]-5-methylpyridazin-3-yl}(methyl)amino)-5-(1-phenylmethanesulfonylpiperidin-4-yl)-1,3-thiazole-4-carboxylate